6-((1-methyl-1H-pyrazol-4-yl)methyl)-2,6-diazaspiro[3.3]heptane CN1N=CC(=C1)CN1CC2(CNC2)C1